N(=[N+]=[N-])CCC1N(CCCC1)C=1C2=C(N=C(N1)SCC)C(=C(N=C2Br)Cl)F 4-(2-(2-azidoethyl)piperidin-1-yl)-5-bromo-7-chloro-2-(ethylthio)-8-fluoropyrido[4,3-d]pyrimidine